PHENYLETHYL METHYL ETHER COCCC1=CC=CC=C1